C(N)(=O)C1=CC=C2C(=CN(C2=C1)C[C@@H]1CC[C@H](CC1)C(=O)O)C trans-4-[(6-carbamoyl-3-methyl-indol-1-yl)methyl]cyclohexanecarboxylic acid